6-((3-fluorobenzyl)thio)-1-methyl-5-(pyridin-3-yl)-1H-pyrazolo[3,4-d]pyrimidin-4(5H)-one FC=1C=C(CSC=2N(C(C3=C(N2)N(N=C3)C)=O)C=3C=NC=CC3)C=CC1